Cl.CC1=NN(C(=C1)C)C(=N)N 3,5-dimethylpyrazole-1-carboxamidine hydrochloride